fluoro-4-(4-fluoro-1-isopropyl-2-methyl-1H-benzo[d]imidazol-6-yl)-N-(5-(4-(2-methoxyethyl)piperazin-1-yl)pyridin-2-yl)pyrimidin-2-amine FC=1C(=NC(=NC1)NC1=NC=C(C=C1)N1CCN(CC1)CCOC)C=1C=C(C2=C(N(C(=N2)C)C(C)C)C1)F